N-(5-chloro-6-phenoxypyrimidin-4-yl)-2,4-difluorobenzamide ClC=1C(=NC=NC1OC1=CC=CC=C1)NC(C1=C(C=C(C=C1)F)F)=O